8-amino-N-[4-({[1-(cyclohexylmethyl)piperidin-4-yl]oxy}methyl)-1,3-thiazol-2-yl]-4,4-dimethyl-1-(tetrahydro-2H-pyran-2-yl)-4,5-dihydro-1H-pyrazolo[4,3-H]quinazoline-3-carboxamide NC1=NC=2C3=C(C(CC2C=N1)(C)C)C(=NN3C3OCCCC3)C(=O)NC=3SC=C(N3)COC3CCN(CC3)CC3CCCCC3